C1(CC1)C1N2C(C=3C4=C(C(=CC3C1)O)OCC4)=CC(C(=C2)C(=O)OCC)=O ethyl 7-cyclopropyl-4-hydroxy-11-oxo-2,6,7,11-tetrahydro-1H-furo[2,3-H]pyrido[2,1-a]isoquinoline-10-carboxylate